[Na+].OC(C(C(C(C(C(C(=O)[O-])(O)O)(O)O)(O)O)(O)O)(O)O)(CCCCCCCCCCC)O dodecahydroxystearic acid sodium salt